5-CYANO-2-OXO-1,2-DIHYDROPYRIDIN-3-YLBORONIC ACID C(#N)C=1C=C(C(NC1)=O)B(O)O